1-(3-ethynylbicyclo[1.1.1]pent-1-yl)-4,4-dimethyl-3,3-diphenyl-2-oxa-3-silapentane C(#C)C12CC(C1)(C2)CO[Si](C(C)(C)C)(C2=CC=CC=C2)C2=CC=CC=C2